BrC(C)C=CC(C)Br 2,5-dibromohex-3-ene